(S)-N-((S)-3-(3,4-dihydroisoquinolin-2(1H)-yl)-2-hydroxypropyl)-6-(trifluoromethyl)-5,6,7,8-tetrahydroimidazo[1,2-a]pyridine-2-carboxamide C1N(CCC2=CC=CC=C12)C[C@H](CNC(=O)C=1N=C2N(C[C@H](CC2)C(F)(F)F)C1)O